3-(3-Methyl-2-oxo-5-(4-(piperazin-1-yl)phenyl)-2,3-dihydro-1H-benzo[d]imidazol-1-yl)piperidine-2,6-dione hydrochloride Cl.CN1C(N(C2=C1C=C(C=C2)C2=CC=C(C=C2)N2CCNCC2)C2C(NC(CC2)=O)=O)=O